C(C1=CC=CC=C1)C=1SC=CN1 benzyl-thiazole